(3-benzyloxycyclobutyl)methanesulfonyl chloride C(C1=CC=CC=C1)OC1CC(C1)CS(=O)(=O)Cl